FC1(CC2(CC(C2)NC2=NN3C(C=N2)=C(C=C3)C3=CC=C2C(=N3)N(C(=N2)C)C)C1)F N-(6,6-difluorospiro[3.3]heptan-2-yl)-5-(2,3-dimethyl-3H-imidazo[4,5-b]pyridin-5-yl)pyrrolo[2,1-f][1,2,4]triazin-2-amine